ClC=1C=C(C=CC1)C(CC(C(F)(F)F)(C(F)(F)F)O)=NO 1-(3-chlorophenyl)-4,4,4-trifluoro-3-hydroxy-3-(trifluoromethyl)-1-butanone oxime